COC=1C=C(COC2=C(C=C(C=C2)NC2=C(C=3N=C(C=NC3C=C2)N2CCOCC2)C#N)OC)C=CC1OC 6-(4-(3,4-dimethoxybenzyloxy)-3-methoxyphenylamino)-3-morpholinoquinoxaline-5-carbonitrile